O[C@@H]1CC[C@@H]2CN(C[C@@H]21)C(=O)OC(C)(C)C |r| Racemic-tert-butyl (3aR,4R,6aS)-4-hydroxy-3,3a,4,5,6,6a-hexahydro-1H-cyclopenta[c]pyrrole-2-carboxylate